Cl.ClC=1C(=NC(=NC1)N[C@H]1CN(CCC1)CC=1CCNCC1)C1=CNC2=NC=CC=C21 (R)-5-chloro-4-(1H-pyrrolo[2,3-b]pyridin-3-yl)-N-(1-((1,2,3,6-tetrahydropyridin-4-yl)methyl)piperidin-3-yl)pyrimidin-2-amine hydrochloride